CC1(C(N(CCC1)CC(=O)N)=O)C 2-(3,3-dimethyl-2-oxo-1-piperidinyl)acetamide